N=1C=NN2C1C=C(C=C2)OC2=C(C=C(C=C2)NC2=NC=NC1=CC(=C(C=C21)OC2CC1CCC(C2)N1C(C=C)=O)OC)C 1-(endo-3-((4-((4-([1,2,4]Triazolo[1,5-a]pyridin-7-yloxy)-3-methylphenyl)amino)-7-methoxyquinazolin-6-yl)oxy)-8-azabicyclo[3.2.1]octan-8-yl)prop-2-en-1-one